ClC1=C(C=C2N=CC=NC2=C1)CC1=NC=CC(=C1N)N1CCNCC1 ((7-chloroquinoxalin-6-yl)methyl)-4-(piperazin-1-yl)pyridin-3-amine